2-(6,8-diphenylimidazo[1,2-a]pyridin-2-yl)benzaldehyde C1(=CC=CC=C1)C=1C=C(C=2N(C1)C=C(N2)C2=C(C=O)C=CC=C2)C2=CC=CC=C2